tertamyl peroxybenzoate C(C1=CC=CC=C1)(=O)OOC(C)(C)CC